ClC1=NN2C(N=CC(=C2[C@H](C)OC)NC(NC=2C=C(C(=NC2)N2N=CC(=C2)NC(=O)N2CC(C2)(F)F)C(F)(F)F)=O)=C1 (S)-N-(1-(5-(3-(2-chloro-7-(1-methoxyethyl)pyrazolo[1,5-a]pyrimidin-6-yl)ureido)-3-(trifluoromethyl)pyridin-2-yl)-1H-pyrazol-4-yl)-3,3-difluoroazetidine-1-carboxamide